(acetyl)iridium (III) C(C)(=O)[Ir+2]